methyl (2S,4R)-4-phenoxy-1-((4-phenoxybutanoyl)glycyl)pyrrolidine-2-carboxylate O(C1=CC=CC=C1)[C@@H]1C[C@H](N(C1)C(CNC(CCCOC1=CC=CC=C1)=O)=O)C(=O)OC